NC[C@@H]1[C@H]([C@]2([C@](C=3C(=NC(=CC3O2)Cl)OC)([C@@H]1O)O)C1=CC=C(C=C1)Br)C1=CC=CC=C1 |r| Rac-(5ar,6s,7s,8r,8as)-7-(aminomethyl)-5a-(4-bromophenyl)-3-chloro-1-methoxy-6-phenyl-5a,6,7,8-tetrahydro-8aH-cyclopenta[4,5]furo[3,2-c]pyridine-8,8a-diol